NC1=NC=2C=C(C(=CC2C2=C1C=NN2C)C(=O)N(C2CC2)CC2=NC=C(C(=C2)Cl)Br)C 4-amino-N-((5-bromo-4-chloropyridin-2-yl)methyl)-N-cyclopropyl-1,7-dimethyl-1H-pyrazolo[4,3-c]quinoline-8-carboxamide